C1(CC1)C1=NC=NC(=C1C1=NN2C(C(=N1)N(C(OC(C)(C)C)=O)CC1=CC=C(C=C1)C=1N(C=C(N1)C(F)(F)F)C(C)C)=NC=C2)O tert-butyl (2-(4-cyclopropyl-6-hydroxypyrimidin-5-yl)imidazo[2,1-f][1,2,4]triazin-4-yl)(4-(1-isopropyl-4-(trifluoromethyl)-1H-imidazol-2-yl)benzyl)carbamate